NC(CCCCCCCCCCOC[C@H]1OC[C@@H]([C@H]([C@H]1O)O)NC1=NC=CC(=C1C(F)(F)F)Cl)C (2R,3R,4R,5S)-2-(((11-aminododecyl)oxy)methyl)-5-((4-chloro-3-(trifluoromethyl)pyridin-2-yl)amino)tetrahydro-2H-pyran-3,4-diol